BrC1=C(C=CC=2S(CCC21)(=O)=O)F 4-bromo-5-fluoro-2,3-dihydrobenzo[b]thiophene 1,1-dioxide